2-(6-(trifluoromethyl)pyridin-2-yl)-2,7-diazaspiro[3.5]nonane FC(C1=CC=CC(=N1)N1CC2(C1)CCNCC2)(F)F